3-bromo-4-iodo-dibenzo[b,d]furan BrC=1C=CC2=C(OC3=C2C=CC=C3)C1I